tin methansulfonate CS(=O)(=O)[O-].[Sn+4].CS(=O)(=O)[O-].CS(=O)(=O)[O-].CS(=O)(=O)[O-]